S(=O)(=O)(C1=CC=C(C)C=C1)N1[C@H]2[C@H](OCC1)CN(C2)C#N |r| rac-(4aR,7aR)-4-tosyl-hexahydropyrrolo[3,4-b][1,4]oxazin-6(2H)-carbonitrile